methyl (9Z)-19-{[4-(dimethylamino)butanoyl] oxy}hexacos-9-enoate CN(CCCC(=O)OC(CCCCCCCC\C=C/CCCCCCCC(=O)OC)CCCCCCC)C